N1=CC(=CC=C1)C(=O)OC1=CC(=CC=C1)NC=1C=C(C=2N(N1)C(=CN2)C(N[C@H]2[C@H](C2)F)=O)N(C)CC2=CC=C(C=C2)OC {3-[(3-{[(1R,2S)-2-fluorocyclopropyl] carbamoyl}-8-{[(4-methoxyphenyl) methyl] (methyl) amino} imidazo[1,2-b]pyridazin-6-yl) amino] phenyl} pyridine-3-carboxylate